C1(CC1)N1C(=NC2=NC=C(C=C21)C=2C=CN1N=CN=C(C12)N1CC(CC1)(O)C)C 1-(5-(1-cyclopropyl-2-methyl-1H-imidazo[4,5-b]pyridin-6-yl)pyrrolo[2,1-F][1,2,4]triazin-4-yl)-3-methylpyrrolidin-3-ol